FC(OC1=C(C=O)C=CC=C1OCC1CC1)F (difluoromethoxy)-3-(cyclopropylmethoxy)benzaldehyde